BrC=1C=NN(C1Cl)CC12CC3CC(CC(C1)C3)C2 4-bromo-5-chloro-1-[tricyclo[3.3.1.13,7]dec-1-ylmethyl]-1H-pyrazole